4-amino-3-propylbenzenesulfonic acid NC1=C(C=C(C=C1)S(=O)(=O)O)CCC